(R)-2,6-dimethylhept-5-en-1-amine C[C@@H](CN)CCC=C(C)C